3-((5-(5-(difluoromethyl)-1,3,4-oxadiazole-2-yl)pyridine-2-yl)methyl)-1-methyl-6-(pyridine-4-yl)quinazoline-2,4(1H,3H)-dione FC(C1=NN=C(O1)C=1C=CC(=NC1)CN1C(N(C2=CC=C(C=C2C1=O)C1=CC=NC=C1)C)=O)F